O(C1=CC=CC=C1)C(CCC(=O)NCC(=O)N1CC2(OCCO2)C[C@H]1C(=O)OC)C methyl (8S)-7-((4-phenoxypentanoyl)glycyl)-1,4-dioxa-7-azaspiro[4.4]nonane-8-carboxylate